2,2-bis[4-(2,3-epoxypropoxy)phenyl]norbornane C(C1CO1)OC1=CC=C(C=C1)C1(C2CCC(C1)C2)C2=CC=C(C=C2)OCC2CO2